octadecyl dithiophosphate pyridine salt N1=CC=CC=C1.P(=S)(SCCCCCCCCCCCCCCCCCC)(O)O